1,2-dichloro-2-fluoropropane ClCC(C)(F)Cl